BrC\C(=C/CCl)\C1=CC=C(C=C1)C#C[Si](C)(C)C (Z)-((4-(1-bromo-4-chlorobut-2-en-2-yl)phenyl)ethynyl)trimethylsilane